(8-bromonaphthalene-2-yl)boric acid BrC=1C=CC=C2C=CC(=CC12)OB(O)O